(RS)-2-ethylhexyl 3-mercaptopropanoate SCCC(=O)OC[C@@H](CCCC)CC |r|